(6-fluoro-4-((2-phenylthiazol-4-yl)methoxy)benzofuran-2-yl)-2-methoxyimidazo[2,1-b][1,3,4]thiadiazole FC1=CC2=C(C=C(O2)C2=CN=C3SC(=NN32)OC)C(=C1)OCC=1N=C(SC1)C1=CC=CC=C1